OC(C)(C)C1=NC=NO1 5-(1-hydroxy-1-methyl-ethyl)-[1,2,4]oxadiazol